2-(2,6-dioxopiperidin-3-yl)-4-(((1-(1-pivaloylpiperidin-4-yl)-1H-pyrazol-4-yl)methyl)amino)isoindoline-1,3-dione O=C1NC(CCC1N1C(C2=CC=CC(=C2C1=O)NCC=1C=NN(C1)C1CCN(CC1)C(C(C)(C)C)=O)=O)=O